CC([O-])C.CC([O-])C.C(C)CC(=O)[O-].C(C)CC(=O)[O-].[Ti+4] titanium bis(ethylacetate) diisopropoxide